CN1N=CC2=CC(=CC=C12)C=1N=C2N(CC1)C=C(C=C2)N2C[C@H](NCC2)C 2-(1-methyl-1H-indazol-5-yl)-7-[(3R)-3-methylpiperazin-1-yl]-4H-pyrido[1,2-a]pyrimidin